Ethyl 4-(2-chloropyrimidin-5-yl)butanoate ClC1=NC=C(C=N1)CCCC(=O)OCC